C(CCC=CC)=O 4-Hexenal